4-isopropyl-5-(8-methyl-[1,2,4]triazolo[1,5-a]pyridin-6-yl)-N-(1-(tetrahydro-2H-pyran-4-yl)piperidin-4-yl)-1H-pyrazole-3-carboxamide C(C)(C)C=1C(=NNC1C=1C=C(C=2N(C1)N=CN2)C)C(=O)NC2CCN(CC2)C2CCOCC2